methyl 1-(cyclohex-2-en-1-yl)-5-methyl-1H-pyrrole-3-carboxylate C1(C=CCCC1)N1C=C(C=C1C)C(=O)OC